NCC1=C(C=NN1C1=CC(=NC=C1)CC1=CC(=CC(=C1)C(F)(F)F)F)C(=O)OCC Ethyl 5-(aminomethyl)-1-(2-(3-fluoro-5-(trifluoromethyl)benzyl)pyridin-4-yl)-1H-pyrazole-4-carboxylate